4-butyl-2,4-decalindicarboxylic acid C(CCC)C1(CC(CC2CCCCC12)C(=O)O)C(=O)O